ClC1=C(C(=CC=C1)F)N1C=2N(C3=C(C1=O)C=NC(=N3)NC3=CC=C(C=C3)N3CCN(CC3)C)CC(N2)(C)C 6-(2-Chloro-6-fluorophenyl)-8,8-dimethyl-2-((4-(4-methylpiperazin-1-yl)phenyl)amino)-8,9-dihydroimidazo[1,2-a]pyrimido[5,4-e]pyrimidin-5(6H)-one